CC1=CC=CC(=N1)[Sn](CCCC)(CCCC)CCCC 6-methyl-2-tri-n-butylstannyl-pyridine